COC1=C(C(=NC=C1C)CS(=O)C1=NC2=C(N1)C=CC(=C2)OC(=O)C2CCC2)C cyclobutanecarboxylic acid 2-(((4-methoxy-3,5-dimethylpyridin-2-yl) methyl) sulfinyl)-1H-benzo[d]imidazol-5-yl ester